COC1=CC=2N(C=C1C(=O)NC1=C(C(=CC(=C1)F)F)F)C=C(N2)C2CCOCC2 7-methoxy-2-(tetrahydro-2H-pyran-4-yl)-N-(2,3,5-trifluorophenyl)imidazo[1,2-a]pyridine-6-carboxamide